3-fluoro-4-hydroxy-N-{3-[2-(2-methoxyphenyl)ethyl]-4-oxo-3,4-dihydroquinazolin-5-yl}benzamide FC=1C=C(C(=O)NC2=C3C(N(C=NC3=CC=C2)CCC2=C(C=CC=C2)OC)=O)C=CC1O